N-(3-(1H-imidazol-1-yl)benzyl)-N-(3-methoxybenzyl)-2-((2-morpholinoethoxy)methyl)pyridin-4-amine N1(C=NC=C1)C=1C=C(CN(C2=CC(=NC=C2)COCCN2CCOCC2)CC2=CC(=CC=C2)OC)C=CC1